(2S)-4-(2-chloro-6-((5-chloro-1-(methoxycarbonyl)isochroman-1-yl)methyl)-5-nitropyrimidin-4-yl)-2-(cyanomethyl)piperazine-1-carboxylic acid tert-butyl ester C(C)(C)(C)OC(=O)N1[C@H](CN(CC1)C1=NC(=NC(=C1[N+](=O)[O-])CC1(OCCC2=C(C=CC=C12)Cl)C(=O)OC)Cl)CC#N